[Pt].[Co].[Ni].[Pd] palladium-nickel cobalt-platinum